4-(2,6-difluoro-4-((5-fluoro-5-(hydroxymethyl)-5,6-dihydro-4H-1,3-oxazin-2-yl)amino)phenoxy)-3-(4-fluorophenyl)-1H-pyrrolo[2,3-b]pyrrole FC1=C(OC=2C3=C(NC2)NC=C3C3=CC=C(C=C3)F)C(=CC(=C1)NC=1OCC(CN1)(CO)F)F